(R)-N-(4-(1-(1-(2,4-difluorobenzyl)-2-oxopyrrolidin-3-yl)piperidin-4-yl)phenyl)methanesulfonamide FC1=C(CN2C([C@@H](CC2)N2CCC(CC2)C2=CC=C(C=C2)NS(=O)(=O)C)=O)C=CC(=C1)F